N-(2-(2-(((2-fluoropyridin-3-yl)methyl)((1-(phenylsulfonyl)-1H-indol-3-yl)methyl)amino)ethoxy)ethyl)-N-methylcyclopentanamine FC1=NC=CC=C1CN(CCOCCN(C1CCCC1)C)CC1=CN(C2=CC=CC=C12)S(=O)(=O)C1=CC=CC=C1